ClC1=CC(=CC(=C1)C(OC)(OC)OC)Cl 1,3-Dichloro-5-(trimethoxymethyl)benzene